N1C(=NC=C1)C1=CC=C(C(=N1)C)N1CCC(CC1)CC1=NOC(=C1)NC(=O)NCC 1-(3-((1-(6-(1H-imidazol-2-yl)-2-methylpyridin-3-yl)piperidin-4-yl)methyl)isoxazol-5-yl)-3-ethylurea